1,2,3,5-tetra(2-mercaptoethyl)benzene SCCC1=C(C(=CC(=C1)CCS)CCS)CCS